(2R,5S)-tert-butyl 4-((2,5-dichloro-6-(2-fluorophenyl)pyridin-3-yl)(imino)methyl)-2,5-dimethylpiperazine-1-carboxylate ClC1=NC(=C(C=C1C(N1C[C@H](N(C[C@@H]1C)C(=O)OC(C)(C)C)C)=N)Cl)C1=C(C=CC=C1)F